C1(CCCCC1)NC(C)C=1C=C(C=CC1)NC(=O)NC=1C=C2C(N(C(N(C2=CC1)CCN1CCCCC1)=O)CCOC)=O 1-(3-(1-(cyclohexylamino)ethyl)phenyl)-3-(3-(2-methoxyethyl)-2,4-dioxo-1-(2-(piperidin-1-yl)ethyl)-1,2,3,4-tetrahydroquinazolin-6-yl)urea